C1=CC(=CC=2C(=CC=3OC4=C(C3C12)C1=CC=C(C=C1C(=C4)S(=O)(=O)[O-])S(=O)(=O)[O-])S(=O)(=O)[O-])S(=O)(=O)[O-].[Na+].[Na+].[Na+].[Na+] sodium dinaphtho[2,1-b:1',2'-d]furan-3,5,9,11-tetrasulfonate